p-nitro-α,α,α-tribromoacetophenone [N+](=O)([O-])C1=CC=C(C=C1)C(C(Br)(Br)Br)=O